C1(=CC=CC2=CC=CC=C12)C=1C(N(C23C(=C[C@H](CC12)C(=C3)Cl)C(=O)N[C@H](C)C3=CC=CC1=CC=CC=C31)C)=O 1-naphthyl-(5S)-9-Chloro-1-methyl-N-[(R)-1-(naphthalen-1-yl)ethyl]-2-oxo-1,2,4,5-tetrahydro-5,7a-ethenoindole-7-carboxamide